N-(7-bromo-1,3-benzothiazol-2-yl)cyclopropanecarboxamide 2-methoxy-1,4-phenylene-bis(4-hydroxybenzoate) COC1=C(C=CC(=C1)C1=C(C(=O)O)C=CC(=C1)O)C1=C(C(=O)O)C=CC(=C1)O.BrC1=CC=CC=2N=C(SC21)NC(=O)C2CC2